ClC=1C(=NOC1C)C1=C(C(=CC=C1)C1=CC=CC=C1)S(=O)(=O)NCOC (4-chloro-5-methylisoxazol-3-yl)-N-(methoxymethyl)-[1,1'-biphenyl]-2-sulfonamide